N-(6-((2S,6R)-2,6-dimethylmorpholino)-2-methylpyridin-3-yl)-1-methyl-1H-benzo[d]imidazol-5-amine C[C@@H]1O[C@@H](CN(C1)C1=CC=C(C(=N1)C)NC1=CC2=C(N(C=N2)C)C=C1)C